BrC=1C=C(C=C(C1)NS(=O)(=O)C)C1=NN(C=C1C(=O)N)C1=C(C=CC=C1)CO (3-bromo-5-(methylsulfonylamino)phenyl)-1-(2-(hydroxymethyl)phenyl)-1H-pyrazole-4-carboxamide